2-methyl-5-{2-[(piperidin-4-yl)oxy][1,3]thiazolo[4,5-c]pyridin-6-yl}-2H-indazole-7-carbonitrile CN1N=C2C(=CC(=CC2=C1)C1=CC2=C(C=N1)N=C(S2)OC2CCNCC2)C#N